5-bromo-2-(5,6,7-trifluoro-1H-indol-3-yl)quinoline BrC1=C2C=CC(=NC2=CC=C1)C1=CNC2=C(C(=C(C=C12)F)F)F